6-(2-amino-6-fluoro-5-(4-(1,2,3,6-tetrahydropyridin-4-yl)phenyl)pyridin-3-yl)-7-fluoro-3,4-dihydroisoquinolin-1(2H)-one NC1=NC(=C(C=C1C=1C=C2CCNC(C2=CC1F)=O)C1=CC=C(C=C1)C=1CCNCC1)F